(2,3-epoxycyclohexyl)ethyltriethoxysilane C1(C2C(CCC1)O2)CC[Si](OCC)(OCC)OCC